N1=CC(=CC2=CN=CC=C12)C#N 1,6-naphthyridine-3-carbonitrile